(1R,5S)-7-benzyl-3-oxa-7-azabicyclo[3.3.1]nonan-9-one C(C1=CC=CC=C1)N1C[C@H]2COC[C@@H](C1)C2=O